Methyl-(S,E)-(1-((5-Chloro-1-((7-fluoro-4-isobutyl-3H-imidazo[4,5-c]pyridin-2-yl)methyl)-2-oxo-1,2-dihydropyridin-3-yl)amino)-7-(dimethylamino)-1,7-dioxohept-5-en-2-yl)carbamat COC(N[C@H](C(=O)NC=1C(N(C=C(C1)Cl)CC1=NC2=C(C(=NC=C2F)CC(C)C)N1)=O)CC\C=C\C(=O)N(C)C)=O